C(\C=C\C(=O)O)(=O)O.C1=NC=CC=2C3(CC=CC12)N=C1N(C=CC=C1)C3 6'h-spiro[imidazo[1,2-a]pyridine-2,5'-isoquinoline] fumarate